9-(4-(2-(3,9-diazaspiro[5.5]undecan-3-yl)ethyl)-2-methoxybenzyl)-6-amino-2-butoxy-9H-purin-8-ol C1CN(CCC12CCNCC2)CCC2=CC(=C(CN1C3=NC(=NC(=C3N=C1O)N)OCCCC)C=C2)OC